(Z)-2-(3,4,4-trifluoro-4-(p-tolylthio)but-2-en-1-yl)isoindoline F\C(=C/CN1CC2=CC=CC=C2C1)\C(SC1=CC=C(C=C1)C)(F)F